ClC1=NC=C(C=C1NS(=O)(=O)CCN1CCOCC1)C=1C=C2C(=C(C=NC2=CC1)C#N)NC(C)C1=CC=CC=C1 N-(2-chloro-5-(3-cyano-4-((1-phenylethyl)amino)quinolin-6-yl)pyridin-3-yl)-2-morpholinoethane-1-sulfonamide